N-({1-ethyl-2-[3-(phenylamino)prop-1-yn-1-yl]-1H-indol-5-yl}methyl)-1-methanesulfonyl-piperidin-4-amine C(C)N1C(=CC2=CC(=CC=C12)CNC1CCN(CC1)S(=O)(=O)C)C#CCNC1=CC=CC=C1